NC=1C(=NC(=CN1)C1=CC(=CC=C1)C=1C=NN(C1)CC#N)C(=O)N[C@@H]1CNCCC1 (S)-3-amino-6-(3-(1-(cyanomethyl)-1H-pyrazol-4-yl)phenyl)-N-(piperidin-3-yl)pyrazine-2-carboxamide